FC(C(=O)O)(F)F.N1=CN=CC(=C1)N1CC(CCC1)N 1-(Pyrimidin-5-yl)piperidin-3-amine trifluoroacetate salt